(4-(2-ethyl-3-((4-(4-fluorophenyl)thiazol-2-yl)(methyl)amino)imidazo[1,2-a]pyridin-6-yl)piperazin-1-yl)(pyrrolidin-2-yl)methanone C(C)C=1N=C2N(C=C(C=C2)N2CCN(CC2)C(=O)C2NCCC2)C1N(C)C=1SC=C(N1)C1=CC=C(C=C1)F